C1(=CC=CC=C1)C1(C=CC2=C(O1)C=1C=C(C(=CC1C1=C2C(C2=CC=CC=C21)(C)C)N2CC(CCC2)=CO)OC)C2=CC=C(C=C2)N2CCOCC2 3-phenyl-3-(4-morpholinophenyl)-6-methoxy-7-(3-hydroxymethylenepiperidin-1-yl)-13,13-dimethyl-3H,13H-indeno[2',3':3,4]naphtho[1,2-b]pyran